ClC(C(C(=O)O)(F)F)(F)F 3-chloro-2,2,3,3-tetrafluoropropionic acid